C(C)(C)(C)OC(=O)N(C(OC(C)(C)C)=O)CC[C@@H]1CN(C(O1)=O)C1=NC2=C(OCC(N2COCC[Si](C)(C)C)=O)N=C1 tert-butyl N-tert-butoxycarbonyl-N-[2-[(5R)-2-oxo-3-[3-oxo-4-(2-trimethylsilylethoxymethyl)pyrazino[2,3-b][1,4]oxazin-6-yl]oxazolidin-5-yl]ethyl]carbamate